C(C)SC=1C=CC(=NC1C1=NC2=C(N=NC(=C2)C(F)(F)F)N1C)NC(=O)NC 1-{5-(ethylsulfanyl)-6-[7-methyl-3-(trifluoromethyl)-7H-imidazo[4,5-c]pyridazin-6-yl]pyridin-2-yl}-3-methylurea